CC1(C(C(C1)C#N)C1=CC2=CC=CC=C2C=C1)C 3,3-Dimethyl-2-(naphthalen-2-yl)cyclobutane-1-carbonitrile